COC1=C(C=C(C=C1)NC(=O)C1=CNC(C=C1)=O)CC1=CC=CC=C1 1,6-Dihydro-N-[4-methoxy-3-(phenylmethyl)phenyl]-6-oxo-3-pyridinecarboxamide